N-(1-amino-1-oxopropan-2-yl)-5,6-dimethyl-6H-pyrido[4,3-b]carbazole-9-carboxamide NC(C(C)NC(=O)C1=CC=2C=3C=C4C(=C(C3N(C2C=C1)C)C)C=CN=C4)=O